4-[[4-[4-[(2,6-dioxo-3-piperidinyl)amino]phenyl]piperidine-1-carbonyl]-methyl-amino]piperidine-1-carboxylic acid tert-butyl ester C(C)(C)(C)OC(=O)N1CCC(CC1)N(C)C(=O)N1CCC(CC1)C1=CC=C(C=C1)NC1C(NC(CC1)=O)=O